(R)-2,3,3-trichloro-2-methylpropionitrile Cl[C@](C#N)(C(Cl)Cl)C